ClC=1SC(=CN1)CC(C(=O)OCC)C(=O)OCC diethyl 2-((2-chlorothiazol-5-yl)methyl)malonate